O[C@]12[C@H]([C@H]([C@](OC3=CN=CC(=C31)OC)(C2=O)C2=CC=C(C=C2)C)C2=CC=CC=C2)C(=O)OC |&1:4| rac-methyl (3S,4S,5R)-5-hydroxy-6-methoxy-10-oxo-3-phenyl-2-(p-tolyl)-2,3,4,5-tetrahydro-2,5-methanooxepino[2,3-c]pyridine-4-carboxylate